C(C)C(C(=O)[O-])CCCC.C(C)C(C(=O)[O-])CCCC.[Sn+2] tin bis[2-ethylhexanoate]